C(#N)COC1=NC(=NC=C1F)N1CCC(CC1)C(=O)N1OCC[C@H]1C=1C=C(C=NC1)C#N 5-[(3S)-2-[1-[4-(cyanomethoxy)-5-fluoro-pyrimidin-2-yl]piperidine-4-carbonyl]isoxazolidin-3-yl]pyridine-3-carbonitrile